6-(1,3-benzoxazol-2-yl)-5-methoxy-3-methyl-2-(1-phenyl-2,3-dihydro-1H-isoindol-2-yl)-3,4-dihydropyrimidin-4-one O1C(=NC2=C1C=CC=C2)C2=C(C(N(C(=N2)N2C(C1=CC=CC=C1C2)C2=CC=CC=C2)C)=O)OC